4,5-dichloro-N-(6-chloropyridazin-4-yl)-2-fluorobenzamide ClC1=CC(=C(C(=O)NC2=CN=NC(=C2)Cl)C=C1Cl)F